N1=C(N=CC=C1)N1CCN(CC1)CCCCN1C(CC2(CCCC2)CC1=O)=O 8-[4-[4-(2-pyrimidinyl)-1-piperazinyl]butyl]-8-azaspiro[4.5]decane-7,9-dione